Cl.NCC1=CC(=NC=C1)CNC(=O)[C@H]1[C@@H](CC[C@H](C1)C)C(C)C (1R,2S,5R)-N-((4-(aminomethyl)pyridin-2-yl)methyl)-2-isopropyl-5-methylcyclohexanecarboxamide hydrochloride